2-[1-[[2-(4-chlorophenoxy)propoxy]imino]butyl]-3-hydroxy-5-(tetrahydro-2H-thiopyran-3-yl)-2-cyclohexen-1-one ClC1=CC=C(OC(CON=C(CCC)C=2C(CC(CC2O)C2CSCCC2)=O)C)C=C1